3-[(3-Methylpyridin-2-yl)sulfanyl]isonicotinic acid CC=1C(=NC=CC1)SC1=C(C(=O)O)C=CN=C1